(2R)-tetrahydro-2H-pyran-2-ylmethanol O1[C@H](CCCC1)CO